F[C@@H]1[C@](COC1)(C)N1CCN(CC1)C=1C=C2C=C(N=CC2=CC1C)NC(=O)[C@H]1COC(C1)(C)C (3R)-N-[6-[4-((3R,4R)-4-fluoro-3-methyl-tetrahydrofuran-3-yl)piperazin-1-yl]-7-methyl-3-isoquinolinyl]-5,5-dimethyl-tetrahydrofuran-3-carboxamide